ClC=1C(C2=C(C=CC(=C2C(C1Cl)=O)O)O)=O 2,3-dichloro-5,8-dihydroxynaphthalene-1,4-dione